C1(=CC=CC=C1)N=NN1CCCCCC1 1-(phenyldiazenyl)azepane